2-[1-(2,2,2-trifluoroethyl)-1H-pyrazolo[3,4-b]pyrazin-6-yl]-7-[2-(trifluoromethyl)pyrimidin-5-yl]-2,7-diazaspiro[4.4]nonane FC(CN1N=CC=2C1=NC(=CN2)N2CC1(CC2)CN(CC1)C=1C=NC(=NC1)C(F)(F)F)(F)F